FC=1C=C(C=CC1F)[C@H]1[C@@H](C1)NC1=C2C(=NC(=N1)S(=O)(=O)C)N(N=C2)C N-((1R,2S)-2-(3,4-difluorophenyl)cyclopropyl)-1-methyl-6-(methylsulfonyl)-1H-pyrazolo[3,4-d]pyrimidin-4-amine